tert-butyl (6S)-6-(3-(6-(6-bromopicolinamido)pyridin-3-yl)-1,2,4-oxadiazol-5-yl)-2-azabicyclo[2.2.1]heptane-2-carboxylate BrC1=CC=CC(=N1)C(=O)NC1=CC=C(C=N1)C1=NOC(=N1)[C@H]1CC2CN(C1C2)C(=O)OC(C)(C)C